tert-butyl (2S,4R)-4-fluoro-2-(((S)-(6-fluoro-5-isopropylpyridin-2-yl)(phenyl)methyl)carbamoyl)pyrrolidine-1-carboxylate F[C@@H]1C[C@H](N(C1)C(=O)OC(C)(C)C)C(N[C@@H](C1=CC=CC=C1)C1=NC(=C(C=C1)C(C)C)F)=O